tert-butyl N-[3-[(E)-1-(5-methoxy-1-triisopropylsilyl-pyrrolo[2,3-b]pyridin-4-yl)-2-(4,4,5,5-tetramethyl-1,3,2-dioxaborolan-2-yl)vinyl]cyclobutyl]carbamate COC=1C(=C2C(=NC1)N(C=C2)[Si](C(C)C)(C(C)C)C(C)C)\C(=C\B2OC(C(O2)(C)C)(C)C)\C2CC(C2)NC(OC(C)(C)C)=O